1-(((6-bromohexyl)oxy)methyl)-4-methoxybenzene BrCCCCCCOCC1=CC=C(C=C1)OC